C1(CCC1)C12CCCN2C(C2=C1SC(=C2)C2=NC(=NC=C2C(F)(F)F)NC2CCN(CC2)S(=O)(=O)C)=O 8a-Cyclobutyl-2-(2-((1-(methylsulfonyl)piperidin-4-yl)amino)-5-(trifluoromethyl)pyrimidin-4-yl)-6,7,8,8a-tetrahydro-4H-thieno[2,3-a]pyrrolizin-4-one